BrC=1C(=C(C(=CC1)F)[C@@H]1CC=2N(C(NC2C)=S)C1)F (S)-6-(3-bromo-2,6-difluorophenyl)-1-methyl-2,5,6,7-tetrahydro-3H-pyrrolo[1,2-c]imidazole-3-thione